2-(cyclopropylmethyl)-N,8-diphenyl-2,3-dihydro-1H-benzofuro[4,5-E][1,3]oxazine-9-carboxamide C1(CC1)CN1COC2=C(C1)C=1C(=C(OC1C=C2)C2=CC=CC=C2)C(=O)NC2=CC=CC=C2